FC1=CC=C(C=C1)[C@@H]1N(CCC2=CC=CC=C12)C(=O)[C@@H]1OC[C@@H]([C@H](C1)NCCOC)OC ((S)-1-(4-fluorophenyl)-3,4-dihydro-isoquinolin-2(1H)-yl)((2R,4S,5R)-5-methoxy-4-((2-methoxyethyl)amino)tetrahydro-2H-pyran-2-yl)methanone